N-aminoethyl-3-aminopropylmethyldimethoxysilane NCCNCCC[Si](OC)(OC)C